Ethyl 1-((1R,4R)-4-((benzyloxy)methyl)cyclohexyl)-3-hydroxy-1H-pyrazole-4-carboxylate C(C1=CC=CC=C1)OCC1CCC(CC1)N1N=C(C(=C1)C(=O)OCC)O